2,9-bis[3-[[3-(dimethylamino)propyl]amino]propyl]-anthra[2,1,9-def:6,5,10-d'e'f']diisoquinoline-1,3,8,10(2H,9H)-tetrone CN(CCCNCCCN1C(C=2C=CC3=C4C2C(C1=O)=CC=C4C=4C=1C2=C(C(N(C(C2=CC4)=O)CCCNCCCN(C)C)=O)C=CC31)=O)C